Cl.Cl.N(=NC(C)(C)C1=NCC(CN1)O)C(C)(C)C1=NCC(CN1)O 2,2'-azobis[2-(5-hydroxy-3,4,5,6-tetrahydropyrimidin-2-yl)propane]-di-hydrochloride